OC1=C(CN2CCN(CCN(CCN(CC2)CC(=O)O)CC2=C(C=CC(=C2)[N+](=O)[O-])O)CC(=O)O)C=C(C=C1)[N+](=O)[O-] 2,2'-(4,10-bis(2-hydroxy-5-nitrobenzyl)-1,4,7,10-tetraazacyclododecane-1,7-diyl)diacetic acid